C(C)(C)(C)OC(=O)N1C(CNCC1)C1=C(C=CC=C1)CNNS(=O)(=O)CC1=CC=CC=C1 2-(((2-toluenesulfonylhydrazino)methyl)phenyl)piperazine-1-carboxylic acid tert-butyl ester